C(CCC)OC1=C(C2=C(C3=C(S2)C(=C(C=C3)C(=O)O)F)C=C1)F 7-butoxy-4,6-difluoro-dibenzothiophene-3-carboxylic acid